CC=1C=C(OCC2=C(C=C(C=C2)C2C=3C(NC(C2)=O)=NNC3)OC)C=C(C1)C 4-{4-[(3,5-Dimethylphenoxy)methyl]-3-methoxyphenyl}-2H,4H,5H,6H,7H-pyrazolo[3,4-b]pyridin-6-one